COC1=CC=C(C=C1)CN1N=C(C=C1C1=NC2=C(N1)C=CC=C2)[N+](=O)[O-] 2-[2-[(4-methoxyphenyl)methyl]-5-nitro-pyrazol-3-yl]-1H-benzimidazole